C=1N=CN2C1C(=CC=C2)C(=O)N2C[C@H]([C@@H](CC2)C2=CC=CC=C2)NC(=O)C2=CC1=NC=CC=C1N2 N-((3S,4S)-1-(imidazo[1,5-a]pyridine-8-carbonyl)-4-phenylpiperidin-3-yl)-1H-pyrrolo[3,2-b]pyridine-2-carboxamide